COC1=NC=C(C(=O)NC(C)C2=CC=C(C=C2)NC(OCC2=CC=C(C=C2)Cl)=O)C=C1 4-chlorobenzyl (4-(1-(6-methoxynicotinamido)ethyl)phenyl)carbamate